O=C1N(CC2=CC(=CC=C12)C[C@@H]1[C@H](CCCC1)NC1COCC1)C1C(NC(CC1)=O)=O 3-(1-oxo-5-(((1R,2S)-2-((tetrahydrofuran-3-yl)amino)cyclohexyl)methyl)isoindolin-2-yl)piperidine-2,6-dione